FC1(CC2(C1)C[C@H](N(CC2)CC2=C1C=CNC1=C(C=C2OC)C)C2=CC=C(C=C2)NC(=O)C2CC2)F (S)-N-(4-(2,2-difluoro-7-((5-methoxy-7-methyl-1H-indol-4-yl)methyl)-7-azaspiro[3.5]nonan-6-yl)phenyl)cyclopropanecarboxamide